OCC(CNC(=O)N1C[C@@H](OCC1)CC(C)C)CC1=CC=C(C=C1)C(F)(F)F (2S)-N-[2-(hydroxymethyl)-3-[4-(trifluoromethyl)phenyl]propyl]-2-isobutyl-morpholine-4-carboxamide